tert-Butyl 2-(2-((3-benzoyl-1-(2-(ethoxycarbonyl)-1H-pyrrol-3-yl)thioureido)methyl)phenyl)azepane-1-carboxylate C(C1=CC=CC=C1)(=O)NC(N(C1=C(NC=C1)C(=O)OCC)CC1=C(C=CC=C1)C1N(CCCCC1)C(=O)OC(C)(C)C)=S